N-8-quinolyl-glycine tert-butyl ester C(C)(C)(C)OC(CNC=1C=CC=C2C=CC=NC12)=O